4-CHLOROBUTYRIC ACID ClCCCC(=O)O